[C@H]12CN(C[C@H](CC1)N2)C2=NC(=NC1=CC(=CC=C21)C2=CC(=CC1=CC=CC(=C21)F)O)OC[C@]21CCCN1C[C@@H](C2)F 4-(4-((1R,5S)-3,8-diazabicyclo[3.2.1]octan-3-yl)-2-(((2R,7aS)-2-fluorotetrahydro-1H-pyrrolizin-7a(5H)-yl)methoxy)quinazolin-7-yl)-5-fluoronaphthalen-2-ol